ClC1=CC=C(C=C1)N1N=C(C=C1C)N1CCNCC1 1-[1-(4-chlorophenyl)-5-methyl-pyrazol-3-yl]piperazine